((2-(4-(2-((2-(bis(6-((2-butyloctanoyl)oxy)hexyl)amino) ethyl)(6-((2-butyloctanoyl)oxy) hexyl)amino)ethyl)piperazin-1-yl)ethyl)azanediyl)bis(hexane-6,1-diyl)bis(2-butyloctanoate) C(CCC)C(C(=O)OCCCCCCN(CCN(CCN1CCN(CC1)CCN(CCCCCCC(C(=O)[O-])(CCCCCC)CCCC)CCCCCCC(C(=O)[O-])(CCCCCC)CCCC)CCCCCCOC(C(CCCCCC)CCCC)=O)CCCCCCOC(C(CCCCCC)CCCC)=O)CCCCCC